7-[4-(cyclopropylamino)-5-(5-{3,8-diazabicyclo[3.2.1]octan-3-yl}-1,3,4-thiadiazol-2-yl)pyridin-2-yl]pyrrolo[1,2-b]pyridazine-3-carbonitrile bis(trifluoroacetate) FC(C(=O)O)(F)F.FC(C(=O)O)(F)F.C1(CC1)NC1=CC(=NC=C1C=1SC(=NN1)N1CC2CCC(C1)N2)C2=CC=C1N2N=CC(=C1)C#N